O1C=CN=CC(C1)=O [1,4]oxazepin-6-one